S1C=C(C2=C1C=CC=C2)C[C@@H](CNC(=O)NCCC2=CC(=CC=C2)O)N(C)C (S)-1-(3-(benzothien-3-yl)-2-(dimethylamino)propyl)-3-(3-hydroxyphenylethyl)urea